N-(4-((6-(5-Chloro-2-Fluorophenyl)-3-(Trifluoromethyl)Pyridazin-4-yl)Amino)Pyridin-2-yl)-3-(4-Methylpiperazin-1-yl)Propanamid ClC=1C=CC(=C(C1)C1=CC(=C(N=N1)C(F)(F)F)NC1=CC(=NC=C1)NC(CCN1CCN(CC1)C)=O)F